phenyl (cyclohexylmethyl)carbamate C1(CCCCC1)CNC(OC1=CC=CC=C1)=O